1-phenyl-3-m-chlorophenyl-1-butene C1(=CC=CC=C1)C=CC(C)C1=CC(=CC=C1)Cl